N-(cyanomethyl)-2-fluoro-4-(5-methyl-2-((1-(2,2,6,6-tetramethyltetrahydro-2H-pyran-4-yl)-1H-pyrazol-4-yl)amino)pyrimidin-4-yl)benzamide C(#N)CNC(C1=C(C=C(C=C1)C1=NC(=NC=C1C)NC=1C=NN(C1)C1CC(OC(C1)(C)C)(C)C)F)=O